N-[[3-(benzyloxymethyl)cyclobutylidene]amino]-4-methyl-benzenesulfonamide C(C1=CC=CC=C1)OCC1CC(C1)=NNS(=O)(=O)C1=CC=C(C=C1)C